C(C1=CC=CC=C1)OC(=O)N1[C@@H]2C[C@H]([C@H](C1)C2)OCC2=C(C=NN2C2=C(C=CC=C2F)F)C2CC2.NCC=2C=C(COC1=C(C3=CC=CC=C3C=C1)C=O)C=CC2 ((3-(aminomethyl)benzyl)oxy)-1-naphthalenealdehyde benzyl-(1S,4S,5R)-5-[[4-cyclopropyl-1-(2,6-difluorophenyl)-1H-pyrazol-5-yl]methoxy]-2-azabicyclo[2.2.1]heptane-2-carboxylate